FC(C(=O)O)(F)F.C(C)N1[C@@H](CNCC1)CC (R)-1-ethyl-2-ethylpiperazine trifluoroacetate